6,10-dimethylundeca-3,5,9-trien-2-one CC(=CC=CC(C)=O)CCC=C(C)C